[N+](=O)([O-])C1=CC=C(C=C1)OC(=O)N1C=CC2=C1N=CN=C2N(C)[C@H]2CN(CC[C@H]2C)C(CC#N)=O.NC(C)C2=CC=C(C=C2)C(C)N 1,4-bis(alpha-aminoethyl)benzene 4-nitrophenyl-4-(((3R,4R)-1-(2-cyanoacetyl)-4-methylpiperidin-3-yl)(methyl)amino)-7H-pyrrolo[2,3-d]pyrimidine-7-carboxylate